ClC=1C=C(C=CC1)C=1C(=C(N(C1)C1=CC=CC=C1)C(=O)OCC)C ethyl 4-(3-chlorophenyl)-3-methyl-1-phenyl-1H-pyrrole-2-carboxylate